ClC1=NC(=NC(=C1)OC1=C(C=CC=C1)C#N)C1=CC=CC=C1 4-chloro-6-(2-cyanophenoxy)-2-phenylpyrimidine